4-((3R,8aS)-2-((5-Methoxy-7-methyl-1H-indol-4-yl)methyl)octahydropyrrolo[1,2-a]pyrazin-3-yl)benzoic acid COC=1C(=C2C=CNC2=C(C1)C)CN1C[C@H]2N(C[C@H]1C1=CC=C(C(=O)O)C=C1)CCC2